ClC=1C=C2C(=CN(C2=CC1)S(=O)(=O)C1=CC(=C(C=C1)Cl)[N+](=O)[O-])C(C1C(COC1)=C)O 4-((5-Chloro-1-((4-chloro-3-nitrophenyl)sulfonyl)-1H-indol-3-yl)(hydroxy)methyl)-3-methylenedihydrofuran